1-amino-N-(3-chloro-4-fluorophenyl)-2,3-dihydro-1H-pyrrolizine-5-carboxamide NC1CCN2C(=CC=C12)C(=O)NC1=CC(=C(C=C1)F)Cl